bromo-2-chloro-5-methylpyridin-3-ol BrC1=C(C(=NC=C1C)Cl)O